NC(CC[C@@H]([C@@H](C)OCC1=CC2=CC(=CC=C2C=C1)Br)NC(OC(C)(C)C)=O)=O tert-butyl ((2R,3S)-6-amino-2-((7-bromonaphthalen-2-yl)methoxy)-6-oxohexan-3-yl)carbamate